N,N'-bis-tert-butoxycarbonyl-L-lysine C(C)(C)(C)OC(=O)N[C@@H](CCCCNC(=O)OC(C)(C)C)C(=O)O